C1(CCCCC1)P(C1=C(C=CC=C1OC(C)C)C1=C(C=C(C=C1C(C)C)C(C)C)C(C)C)C1CCCCC1 biscyclohexyl-(3-isopropoxy-2',4',6'-triisopropyl-[1,1'-biphenyl]-2-yl)phosphine